O=C1C=CN(C2=CC=CC=C12)N(N=CC=1N=CSC1)C(C)=O (4-oxo-4H-quinolin-1-yl)-acetyl-(thiazol-4-ylmethylene)-hydrazine